5-(2-chloro-4-methylbenzyl)-5,6-dihydro-4H-1,2,4-oxadiazine ClC1=C(CC2NC=NOC2)C=CC(=C1)C